bromo-4-hydroxy-8'-methyl-2'H-spiro[cyclohexane-1,3'-imidazo[1,5-a]pyridine]-1',5'-dione BrN1C2(N3C(=C(C=CC3=O)C)C1=O)CCC(CC2)O